C(C)OC(=O)C=1C(=NN(C1)C(=O)OC(C)(C)C)O 3-hydroxy-1H-pyrazole-1,4-dicarboxylic acid 1-(tert-butyl) 4-ethyl ester